ethyl (1R*,2R*)-2-(5-chloro-2',6'-difluoro[1,1'-biphenyl]-2-yl)-2-fluorocyclopropane-1-carboxylate ClC=1C=CC(=C(C1)C1=C(C=CC=C1F)F)[C@@]1([C@H](C1)C(=O)OCC)F |o1:15,16|